(2R,4s)-2-[4-(1-methyl-1H-pyrazol-5-yl)piperidin-1-yl]-6-azaspiro[3.4]octane-6-carboxylic acid ethyl ester, hydrochloride Cl.C(C)OC(=O)N1CC2(CC(C2)N2CCC(CC2)C2=CC=NN2C)CC1